N1N=CC(=C1)C#CC1=NC(=NC=C1)C1=NC(=NC=C1)N1CC2=CC=C(C=C2C1)OC 2-(4-((1H-Pyrazol-4-yl)ethynyl)-[2,4'-bipyrimidin]-2'-yl)-5-methoxyisoindoline